chloro-2-(3-fluorophenyl)phthalazin-1(2H)-one ClC1=NN(C(C2=CC=CC=C12)=O)C1=CC(=CC=C1)F